5-[6-(trifluoromethyl)pyridin-3-yl]-4H-1,2,4-triazol FC(C1=CC=C(C=N1)C=1NC=NN1)(F)F